racemic-6-chloro-8-((1S,2S)-2-(2-(trifluoromethoxy)phenyl)cyclopropyl)imidazo[1,2-b]pyridazine ClC=1C=C(C=2N(N1)C=CN2)[C@@H]2[C@H](C2)C2=C(C=CC=C2)OC(F)(F)F |r|